COC(=O)C=1C=C2C=NN(C2=CC1)F fluoro-1H-indazole-5-carboxylic acid methyl ester